Tert-butyl (7-bromoheptyl)carbamate BrCCCCCCCNC(OC(C)(C)C)=O